2-(7-(((6-cyclopropyl-8-(3-methyl-2,4-dioxoimidazolidin-1-yl)imidazo[1,2-a]pyridin-2-yl)methyl)amino)-2-(2-(4-methylpyrimidin-2-yl)cyclopropyl)quinolin-4-yl)acetonitrile C1(CC1)C=1C=C(C=2N(C1)C=C(N2)CNC2=CC=C1C(=CC(=NC1=C2)C2C(C2)C2=NC=CC(=N2)C)CC#N)N2C(N(C(C2)=O)C)=O